N-(2-(tert-butylamino)-1-(naphthalen-2-yl)-2-oxoethyl)-N-cyclopentyl-4-(pyridin-1-yl)butanamide C(C)(C)(C)NC(C(C1=CC2=CC=CC=C2C=C1)N(C(CCCN1CC=CC=C1)=O)C1CCCC1)=O